CN(C=1C=C2CN(C(C2=CC1)=O)C1C(NC(CC1)=O)=O)[C@@H]1[C@H](CCCC1)NC 3-(5-(methyl((1S,2S)-2-(methylamino)cyclohexyl)amino)-1-oxoisoindolin-2-yl)piperidine-2,6-dione